COC1=C(C[C@H]2N(CCC[C@H](C2)C)C2=NC(=CC(N2)=O)N2CCOCC2)C=CC=C1 2-((2S,4R)-2-(2-methoxybenzyl)-4-methylazepan-1-yl)-6-morpholinopyrimidin-4(3H)-one